7-chloro-5-methyl-4-oxo-1-[3-(pyrimidin-4-yl)-1,2,4-thiadiazol-5-yl]-1,4-dihydro-1,8-naphthyridine-3-carboxylic acid ClC1=CC(=C2C(C(=CN(C2=N1)C1=NC(=NS1)C1=NC=NC=C1)C(=O)O)=O)C